C(#N)C1=CC=CC=2C=3N(C(=NC12)N[C@H]1C(NCCN(C1)C(=O)OCC1=CC=CC=C1)=O)N=C(N3)C=3C=NN(C3)C Benzyl (6R)-6-{[7-cyano-2-(1-methyl-1H-pyrazol-4-yl) [1,2,4]triazolo[1,5-c]quinazolin-5-yl] amino}-5-oxo-1,4-diazepan-1-carboxylate